[Hf+4].C[N+](C)(C)C tetramethylammonium hafnium